The molecule is conjugate acid of deaminohydroxyblasticidin S having an anionic carboxy group and protonated primary amino and guanidino groups; major species at pH 7.3. It is a conjugate acid of a deaminohydroxyblasticidin S. C[N+](=C(N)N)CCC(CC(=O)N[C@H]1C=C[C@@H](O[C@@H]1C(=O)[O-])N2C=CC(=O)NC2=O)[NH3+]